chloro-2-(3-(2-hydroxyethyl)-1H-1,2,4-triazol-5-yl)-3-(1H-imidazol-1-yl)-5-methoxy-1-methyl-1H-indole-7-carbonitrile ClC1=C2C(=C(N(C2=C(C=C1OC)C#N)C)C1=NC(=NN1)CCO)N1C=NC=C1